6-chloro-7-bromo-8-fluoro-4-(3,8-diazabicyclo[3.2.1]octane-3-yl)-2-(((S)-1-methylpyrrolidin-2-yl)methoxy)quinazoline ClC=1C=C2C(=NC(=NC2=C(C1Br)F)OC[C@H]1N(CCC1)C)N1CC2CCC(C1)N2